4-(((3R,4R)-3-(4-(1H-tetrazol-5-yl)phenyl)-1-methylpiperidin-4-yl)oxy)-5,7-dimethyl-1H-indole N1N=NN=C1C1=CC=C(C=C1)[C@@H]1CN(CC[C@H]1OC1=C2C=CNC2=C(C=C1C)C)C